4-[2-(benzyloxy)ethyl]oxan C(C1=CC=CC=C1)OCCC1CCOCC1